C1=C(C=CC=2C3=CC=CC=C3NC12)CC(=O)NCC1=C(C=CC(=C1)Cl)F 2-(9H-carbazol-2-yl)-N-(5-chloro-2-fluorobenzyl)acetamide